3,5,7-trihydroxy-2-(2-((3-(5-methyl-1H-imidazol-1-yl)propyl)amino)phenyl)-4H-benzopyran-4-one OC1=C(OC2=C(C1=O)C(=CC(=C2)O)O)C2=C(C=CC=C2)NCCCN2C=NC=C2C